ClC=1C(=NC(=NC1)NC(C)C)NC1=CC2=C(N(C(N2CCC(C)(C)O)=O)C)C=C1 5-((5-chloro-2-(isopropylamino)pyrimidin-4-yl)amino)-3-(3-hydroxy-3-methylbutyl)-1-methyl-1,3-dihydro-2H-benzo[d]imidazol-2-one